CN(CCCN)C N',N'-Dimethylpropane-1,3-diamine